ClC=1C(=NC(=NC1)NC1=CC(=C(C=C1OC)N1CCC2(CC(C2)N2CC(C2)C#N)CC1)CC)NC1=C(C(=C(C=C1)C)C)P(=O)(C)C 1-(7-(4-((5-chloro-4-((2-(dimethylphosphoryl)-3,4-dimethylphenyl)amino)pyrimidin-2-yl)amino)-2-ethyl-5-methoxyphenyl)-7-azaspiro[3.5]nonan-2-yl)azetidine-3-carbonitrile